1-[1-(3-methoxyphenyl)cyclohexyl]piperidine COC=1C=C(C=CC1)C1(CCCCC1)N1CCCCC1